BrC1CS(C1)(=O)=O 3-bromo-1λ6-thietane-1,1-dione